1-azabicyclo[3.3.0]Octane N12CCCC2CCC1